C1(CC1)C1=C(C(=NC(=N1)N)N)[N+](=O)[O-] (E)-cyclopropyl-5-nitropyrimidine-2,4-diamine